FC1(CCC(CC1)(C)CN1N=CC(=C1)C=1C(=NC(=CC1)C)C1=CC=C2C=CC=NC2=C1)F 7-(3-{1-[(4,4-difluoro-1-methylcyclohexyl)methyl]-1H-pyrazol-4-yl}-6-methylpyridin-2-yl)quinoline